tert-butyl (S)-(1-oxo-1-((4-(7-oxo-6,7-dihydro-1H-pyrrolo[2,3-c]pyridin-4-yl)phenyl)amino)-3,3-diphenylpropan-2-yl)carbamate O=C([C@H](C(C1=CC=CC=C1)C1=CC=CC=C1)NC(OC(C)(C)C)=O)NC1=CC=C(C=C1)C=1C2=C(C(NC1)=O)NC=C2